(Z)-3-(1-(4-amino-2-fluoro-but-2-en-1-yl)-6-(pyrrolidine-1-carbonyl)-1H-benzo[d][1,2,3]triazol-4-yl)-N,N-diethyl-4-methoxybenzenesulfonamide hydrochloride Cl.NC\C=C(\CN1N=NC2=C1C=C(C=C2C=2C=C(C=CC2OC)S(=O)(=O)N(CC)CC)C(=O)N2CCCC2)/F